Tin Silver Copper [Cu].[Ag].[Sn]